BrC=1C=NN(C1C(F)F)C1CC1 4-bromo-1-cyclopropyl-5-(difluoromethyl)-1H-pyrazole